1-aza-3,7-dioxa-2,8-diheptyl-5-methyl-bicyclo[3.3.0]octane C(CCCCCC)C1N2C(OCC2(CO1)C)CCCCCCC